(3-(methylthio)naphthalen-2-yl)boric acid CSC=1C(=CC2=CC=CC=C2C1)OB(O)O